ClC1=NC=CC(=N1)C(=O)N[C@H]1C[C@@H](NCC1)C 2-chloro-N-[(2S,4R)-2-methyl-4-piperidyl]pyrimidine-4-carboxamide